C1(=CC=CC=C1)C1=NN(C=C1)CC1=NC=CC=C1N 2-((3-phenyl-1H-pyrazol-1-yl)methyl)pyridin-3-amine